1-cis-3-(4-hydroxyphenyl)-4-(4-phenoxyphenyl)chroman-7-ol OC1=CC=C(C=C1)C1COC2=CC(=CC=C2C1C1=CC=C(C=C1)OC1=CC=CC=C1)O